4-Benzyl 1-(tert-butyl) 2-((2-tosylhydrazineylidene)methyl)piperazine-1,4-dicarboxylate S(=O)(=O)(C1=CC=C(C)C=C1)NN=CC1N(CCN(C1)C(=O)OCC1=CC=CC=C1)C(=O)OC(C)(C)C